tert-butyl (2-bromo-3-fluoro-5-nitropyridin-4-yl)(tert-butoxycarbonyl)carbamate BrC1=NC=C(C(=C1F)N(C(OC(C)(C)C)=O)C(=O)OC(C)(C)C)[N+](=O)[O-]